(S)-N-(7-(3-(1-amino-2-(3,5-difluorophenyl)ethyl)quinoxalin-2-yl)-4-chloro-1-(2,2-difluoroethyl)-1H-indazol-3-yl)methanesulfonamide N[C@@H](CC1=CC(=CC(=C1)F)F)C=1C(=NC2=CC=CC=C2N1)C=1C=CC(=C2C(=NN(C12)CC(F)F)NS(=O)(=O)C)Cl